C(#N)C=1C(=NN2C1NC(CC21CN(C1)C(=O)OC(C)(C)C)=O)C1=CC=C2C=CC(=NC2=C1)C1=CC=CC=C1 tert-butyl 3'-cyano-5'-oxo-2'-(2-phenylquinolin-7-yl)-5',6'-dihydro-4'H-spiro[azetidine-3,7'-pyrazolo[1,5-a]pyrimidine]-1-carboxylate